(S)-(1-((3-chloro-2-fluorobenzyl)amino)-1-oxopent-2-yl)carbamic acid tert-butyl ester C(C)(C)(C)OC(N[C@H](C(=O)NCC1=C(C(=CC=C1)Cl)F)CCC)=O